C1(CCCCC1)N1C=NC(=C1N1C=CC=2C1=NC=CC2)C2=CC=CC=C2 1-cyclohexyl-4-phenyl-1H-imidazol-5-yl-1H-pyrrolo[2,3-b]pyridine